[I].CC1=CC=CC2=C1N=C(S2)C dimethylbenzothiazole iodine salt